C1(=CC=CC=C1)C1=CC(=NC(=N1)C1=NC2=CC=CC=C2N=C1C1=CC=CC=C1)C1=CC=C(C=C1)C1=CC=C(C2=CC=CC=C12)CC 1-(4-(4-(6-phenyl-2-(3-phenylquinoxalin-2-yl)pyrimidin-4-yl)phenyl)naphthalen-1-yl)ethan